4-{4-[5-(3-chlorophenyl)-1,3,4-oxadiazol-2-yl]-4-methylpiperidin-1-yl}-1-methyl-2-oxo-1,2-dihydroquinoline-3-carboxamide ClC=1C=C(C=CC1)C1=NN=C(O1)C1(CCN(CC1)C1=C(C(N(C2=CC=CC=C12)C)=O)C(=O)N)C